BrC=1C=CC=2N(C1)C=C(N2)[C@@H]2N(CCCC2)C(=O)OC(C)(C)C |r| rac-tert-butyl 2-{6-bromoimidazo[1,2-a]pyridin-2-yl}piperidine-1-carboxylate